C(C)(C)(C)OC(C1=CC(=CC=C1)NC(\C(=C(\C=1C=NOC1C)/O)\C#N)=O)=O tert-Butyl-3-[[(Z)-2-cyano-3-hydroxy-3-(5-methylisoxazol-4-yl)prop-2-enoyl] amino]-benzoate